(S)-2-((4-ethyl-8-fluoro-4-hydroxy-11-methyl-3,6,14-tricarbonyl-3,4,6,11,12,14-hexahydro-1H-pyrano[3',4':6,7]indolizino[2,1-b]quinolin-10-yl)oxy)acetic acid C(C)[C@]1(C(OCC=2C(N3CC=4N(C5=C(C=C(C=C5C(C4C3=CC21)=C=O)F)OCC(=O)O)C)=C=O)=C=O)O